N-Acetyl-cystine ethyl ester C(C)OC([C@H](CSSC[C@@H](C(=O)O)N)NC(C)=O)=O